(2-phenylpropionyl)triphenylphosphine oxide C1(=CC=CC=C1)C(C(=O)C1=C(C=CC=C1)P(C1=CC=CC=C1)(C1=CC=CC=C1)=O)C